(1S,4r)-4-((5-(1-((S)-1-Hydroxypropan-2-yl)-1H-benzo[d][1,2,3]triazol-6-yl)-4-methoxypyrrolo[2,1-f][1,2,4]triazin-2-yl)amino)-1-methylcyclohexan-1-ol OC[C@H](C)N1N=NC2=C1C=C(C=C2)C=2C=CN1N=C(N=C(C12)OC)NC1CCC(CC1)(O)C